(+/-)-4-(4-(2-amino-6-methylpyrimidin-4-yl)-1,4-oxazepan-3-yl)indolin-2-one NC1=NC(=CC(=N1)N1[C@@H](COCCC1)C1=C2CC(NC2=CC=C1)=O)C |r|